CC1=C(C=2C(=NC=3CCCCC3C2N)N1CC1=NC=CC=C1)C 2,3-dimethyl-1-(pyridin-2-ylmethyl)-5,6,7,8-tetrahydro-1H-pyrrolo[2,3-b]quinolin-4-amine